N-(3,5-Dimethylphenyl)-N1-(3-fluorophenyl)-6-morpholin-4-yl-[1,3,5]triazine-2,4-diamine hydrochloride Cl.CC=1C=C(C=C(C1)C)NC1N(C(=NC(=N1)N)N1CCOCC1)C1=CC(=CC=C1)F